CC1CCC(C2(OCC(O2)CO)C1)C(C)C 9-methyl-6-(1-methyl-ethyl)-1,4-dioxaspiro-[4.5]decan-2-methanol